5-Amino-2-hydroxy-benzoic acid 4-(5-thioxo-5H-[1,2]dithiol-3-yl)-phenyl ester S=C1C=C(SS1)C1=CC=C(C=C1)OC(C1=C(C=CC(=C1)N)O)=O